(Z)-7-hydroxy-5-heptene OC\C=C/CCCC